6-(pyridin-2-yl)-N-(3-(6-(trifluoromethyl)-1H-benzo[d]imidazol-2-yl)phenyl)pyridazin-3-amine N1=C(C=CC=C1)C1=CC=C(N=N1)NC1=CC(=CC=C1)C1=NC2=C(N1)C=C(C=C2)C(F)(F)F